triethoxy(hexyl)silane C(C)O[Si](CCCCCC)(OCC)OCC